((6-fluoro-2-methyl-1,2,3,4-tetrahydroisoquinolin-7-yl)amino)-5-((2-(methylsulfonyl)phenyl)amino)-1,2,4-triazine-6-carboxamide FC=1C=C2CCN(CC2=CC1NC=1N=NC(=C(N1)NC1=C(C=CC=C1)S(=O)(=O)C)C(=O)N)C